tert-butyl (2S)-2-[5-(azetidin-1-yl)-7-[[tert-butyl(dimethyl)silyl]oxymethyl]pyrazolo[1,5-a]pyrimidin-2-yl]piperidine-1-carboxylate N1(CCC1)C1=NC=2N(C(=C1)CO[Si](C)(C)C(C)(C)C)N=C(C2)[C@H]2N(CCCC2)C(=O)OC(C)(C)C